CN([C@H]1CN(CC1)C(=O)OC(C)(C)C)CCCCC[C@H]1NC2=NC=CC=C2CC1 |&1:19| Racemic-tert-butyl (3R)-3-(methyl(5-(1,2,3,4-tetrahydro-1,8-naphthyridin-2-yl)pentyl)amino)pyrrolidine-1-carboxylate